(3S)-1-(2,2,2-trifluoroethyl)pyrrolidin-3-ol FC(CN1C[C@H](CC1)O)(F)F